(3-fluoro-4-(methylsulfonyl)phenyl)-1-(2-hydroxyethyl)-4-methyl-5-(2-(trifluoromethyl)phenyl)-1H-pyrrole-3-carboxamide FC=1C=C(C=CC1S(=O)(=O)C)C=1N(C(=C(C1C(=O)N)C)C1=C(C=CC=C1)C(F)(F)F)CCO